rac-dimethylsilyl-(bisindenyl)zirconium dichloride [Cl-].[Cl-].C[SiH](C)[Zr+2](C1C=CC2=CC=CC=C12)C1C=CC2=CC=CC=C12